FC=1C(=NC=CC1)SC=1C=2N(C=C(C1)C=1C=NN(C1C)[C@H](C)C1CCNCC1)N=CC2C#N (R)-4-((3-fluoropyridin-2-yl)thio)-6-(5-methyl-1-(1-(piperidin-4-yl)ethyl)-1H-pyrazol-4-yl)pyrazolo[1,5-a]pyridine-3-carbonitrile